BrC=1C(=C(C(=O)NC2=C(C=C(C=C2)Cl)Cl)C(=C(C1)C(C)(C)C)O)C 3-Bromo-5-Tert-Butyl-N-(2,4-Dichloro-Phenyl)-6-Hydroxy-2-Methyl-Benzamide